CC(C)=CCC\C(\C)=C\CO trans,trans-geraniol